N[C@H](CCC(=O)N)C(=O)N1C[C@@H](CCC1)N1N=C(C=2C1=NC=NC2N)C2=CC=C(C=C2)OC2=CC=CC=C2 (R)-4-amino-5-((R)-3-(4-amino-(4-phenoxyphenyl)-1H-pyrazolo[3,4-d]pyrimidin-1-yl)piperidin-1-yl)-5-oxo-pentanamide